2-[3-(2,2-difluoromorpholine-4-carbonyl)-2H,4H,5H,6H,7H-pyrazolo[4,3-c]pyridine-5-carbonyl]indolizine FC1(CN(CCO1)C(=O)C=1NN=C2C1CN(CC2)C(=O)C=2C=C1C=CC=CN1C2)F